5-chloro-3-cyclopropyl-2-iodoaniline ClC=1C=C(C(=C(N)C1)I)C1CC1